[N-](S(=O)(=O)C(F)(F)F)S(=O)(=O)C(F)(F)F.C(=C)N1CN(C=C1)CCCCCCCC 1-vinyl-3-octylimidazole bis(trifluoromethanesulfonyl)imide salt